2-Azaspiro[3.5]Non-6-en-2-carboxylate C1N(CC12CC=CCC2)C(=O)[O-]